COC=1C=C(C=CC1)C1OC(=C(C1=O)OS(=O)(=O)CC1=CC=CC=C1)N 2-(3-methoxyphenyl)-4-[[phenylmethylsulfonyl]oxy]-5-amino-3(2H)-furanone